aluminum-iron-manganese-titanium oxide [O-2].[Ti+4].[Mn+2].[Fe+2].[Al+3]